7-((6-(4-Aminopiperidin-1-yl)-2-(4-cyano-3-fluorophenyl)-3-(2-(dimethylamino)pyrimidin-5-yl)pyridin-4-yl)oxy)-N-hydroxyheptanamide formate C(=O)O.NC1CCN(CC1)C1=CC(=C(C(=N1)C1=CC(=C(C=C1)C#N)F)C=1C=NC(=NC1)N(C)C)OCCCCCCC(=O)NO